6-propyl-pyridin-2-ylamine C(CC)C1=CC=CC(=N1)N